3-(1-oxo-4-((9-(piperazin-1-yl)nonyl)thio)isoindolin-2-yl)piperidine-2,6-dione O=C1N(CC2=C(C=CC=C12)SCCCCCCCCCN1CCNCC1)C1C(NC(CC1)=O)=O